(S)-5-amino-6-((oxetan-2-ylmethyl)amino)picolinic acid methyl ester COC(C1=NC(=C(C=C1)N)NC[C@H]1OCC1)=O